dichloro-1,3-thiazol ClC=1N=C(SC1)Cl